(2R,3S,5R)-4-[[5-tert-Butyl-3-(3,4-difluoro-2-methoxyphenyl)tetrahydrofuran-2-carbonyl]amino]pyridin-2-carboxamid C(C)(C)(C)[C@H]1C[C@H]([C@@H](O1)C(=O)NC1=CC(=NC=C1)C(=O)N)C1=C(C(=C(C=C1)F)F)OC